N-(2-hydroxy-5-(1-oxo-6-(4-(trifluoromethoxy)phenyl)-3,4-dihydroisoquinolin-2(1H)-yl)phenyl)propane-1-sulfonamide OC1=C(C=C(C=C1)N1C(C2=CC=C(C=C2CC1)C1=CC=C(C=C1)OC(F)(F)F)=O)NS(=O)(=O)CCC